Cl[Si](O[Si](C1=CC=CC=C1)(C)Cl)(C1=CC=CC=C1)C 1,3-dichloro-1,3-dimethyl-1,3-diphenyldisiloxane